(S)-di-tert-butyl (3-(2-(N,N-bis(4-methoxybenzyl)sulfamoyl)-4-iodo-3-(2-(4-methoxybenzyl)-2H-tetrazol-5-yl)phenylsulfonamido)propane-1,2-diyl)dicarbamate COC1=CC=C(CN(S(=O)(=O)C2=C(C=CC(=C2C=2N=NN(N2)CC2=CC=C(C=C2)OC)I)S(=O)(=O)NC[C@H](CNC(OC(C)(C)C)=O)NC(OC(C)(C)C)=O)CC2=CC=C(C=C2)OC)C=C1